ClC(=C)CCl 2,3-dichloro-1-propene